3-((2S,4R,5R)-4-(7-(((1R,2S)-2-(3,4-difluorophenyl)cyclopropyl)amino)-5-(propylthio)-3H-[1,2,3]triazolo[4,5-d]pyrimidin-3-yl)-5-(hydroxymethyl)tetrahydrofuran-2-yl)propanoic Acid FC=1C=C(C=CC1F)[C@H]1[C@@H](C1)NC=1C2=C(N=C(N1)SCCC)N(N=N2)[C@@H]2C[C@@H](O[C@H]2CO)CCC(=O)O